C1(=CC=CC=2C3=CC=CC=C3NC12)C1=C(C#N)C=CC=C1 carbazolyl-benzonitrile